NC1=CC=C(OC2=C(C(=C(C(=C2)C)OC2=CC=C(C=C2)N)C)C)C=C1 1,4-bis(4'-aminophenoxy)-2,3,5-trimethylbenzene